ClC1CNC(CO1)C1=CC=CC=C1C(=O)NC(NC1=CC=C(C=C1)S(=O)(=O)CC=1C=C2CNCC2=CC1)=O 2-Chloro-N-((4-((isoindolin-5-ylmethyl)sulfonyl)phenyl)carbamoyl)-5-morpholinbenzamid